(R)-3-(1-(tert-butoxycarbonyl)piperidin-2-yl)propionic acid C(C)(C)(C)OC(=O)N1[C@H](CCCC1)CCC(=O)O